rac-N-[(3S,4R)-4-({[(1s,4S)-4-(ethoxymethyl)cyclohexyl]oxy}methyl)-7-methyl-6-oxo-1,3,4,6-tetrahydro-2H-quinolizin-3-yl]methanesulfonamide C(C)OCC1CCC(CC1)OC[C@H]1[C@H](CCC2=CC=C(C(N12)=O)C)NS(=O)(=O)C |r|